C(C)S(=O)(=O)C1=CC=C(C=C1)[C@H](CO)NC(C1=CC=CC=C1)=O N-((R)-1-(4-(ethylsulphonyl)phenyl)-2-hydroxyethyl)benzamide